FC(CN1N=CC(=C1)S(=O)(=O)N1N=C2C(=C1)CN(C2)C(CN2C(OC1=C2C=CC=C1)=O)=O)F 3-[2-(2-{[1-(2,2-difluoroethyl)-1H-pyrazol-4-yl]sulfonyl}-2H,4H,5H,6H-pyrrolo[3,4-c]pyrazol-5-yl)-2-oxoethyl]-2,3-dihydro-1,3-benzoxazol-2-one